(R)-N-(2-((2-Hydroxypropyl)amino)-6-methylpyrimidin-4-yl)-4-(methylsulfonyl)-2-(6-azaspiro[2.5]octan-6-yl)benzamide O[C@@H](CNC1=NC(=CC(=N1)NC(C1=C(C=C(C=C1)S(=O)(=O)C)N1CCC2(CC2)CC1)=O)C)C